ClC1=CC=C(CSCC(=O)C2=C(C=C(C=C2)C2=NOC(=N2)C(F)(F)F)F)C=C1 2-((4-chlorobenzyl)thio)-1-(2-fluoro-4-(5-(trifluoromethyl)-1,2,4-oxadiazol-3-yl)phenyl)ethan-1-one